5-fluorobenzo[b]thiophene-7-carbonitrile FC1=CC2=C(SC=C2)C(=C1)C#N